(4-bromophenyl)-5-methylisoxazole BrC1=CC=C(C=C1)C1=NOC(=C1)C